O=C1NC(CCC1N1CC2=CC=CC(=C2C1=O)SCCCCN1CCN(CC1)C1=NC=C(C(=O)N2CCC(CC2)CCCCNC(\C=C\C=2C=NC=CC2)=O)C=C1)=O (E)-N-(4-(1-(6-(4-(4-((2-(2,6-dioxopiperidin-3-yl)-3-oxoisoindolin-4-yl)thio)butyl)piperazin-1-yl)nicotinoyl)piperidin-4-yl)butyl)-3-(pyridin-3-yl)acrylamide